NC1=NC=CC=C1C1=NC=2C(=NC(=CC2)C2=CC(=CC=C2)F)N1C=1C=C2CC[C@@H](C2=CC1)NC(C)=O N-[(1S)-5-[2-(2-aminopyridin-3-yl)-5-(3-fluorophenyl)imidazo[4,5-b]pyridin-3-yl]-2,3-dihydro-1H-inden-1-yl]acetamide